C1(CC1)CCN1N=CC(=C1)C=1C=CC(=NC1C1=CC=2N(C=C1)C=CN2)C#N 5-[1-(2-cyclopropylethyl)-1H-pyrazol-4-yl]-6-imidazo[1,2-a]pyridin-7-ylpyridine-2-carbonitrile